OC1=C2C(=C(C=C1)C(=O)C1=C3C(=C(C=C1)O)O3)O2 epoxy-hydroxy-phenyl ketone